ONC(=O)C=1C=2CC3(CN(CC3)C(C3=CC=C(C=C3)C(F)(F)F)=O)CC2C=CC1 N-Hydroxy-1'-(4-(trifluoromethyl)benzoyl)-1,3-dihydrospiro[indene-2,3'-pyrrolidine]-4-carboxamide